C(C)(C)(C)OC(CN1C(C(=C(C1=O)SC(=CC=CC)C=C)SC1=CC=CC=C1)=O)=O [2,5-dioxo-3-phenylsulfanyl-4-(1-vinylpent-1,3-dienylthio)-2,5-dihydropyrrol-1-yl]acetic acid tert-butyl ester